ClC1=C(C=C(C=C1)[C@@H]1[C@H](C1)NC(N([C@H]1CN(CCC1)C(=O)[C@H]1OCCC1)C)=O)C 3-[(1S,2R)-2-(4-chloro-3-methylphenyl)cyclopropyl]-1-methyl-1-[(3R)-1-[(2S)-oxolane-2-carbonyl]piperidin-3-yl]urea